(E)-3-(4-chlorostyryl)-1-methyl-1H-pyrrolo[2,3-b]pyridin-5-amine ClC1=CC=C(/C=C/C2=CN(C3=NC=C(C=C32)N)C)C=C1